ClC1=NC=CC2=C1C(=CN2C(=O)OC(C)(C)C)C2=CC(=CC=C2)OCC2=CC=C(C=C2)F tert-butyl 4-chloro-3-{3-[(4-fluorophenyl)methoxy]phenyl}-1H-pyrrolo[3,2-c]pyridine-1-carboxylate